2-[(2E)-BUT-2-EN-1-YLSULFANYL]ACETIC ACID C(\C=C\C)SCC(=O)O